C(C)(C)(C)OC(C[N+](C)(C)CC1=CC=C(C=C1)NC([C@H](C)NC([C@H](C(C)C)NC(CCN1C(C=CC1=O)=O)=O)=O)=O)=O 2-(tert-butoxy)-N-(4-((S)-2-((S)-2-(3-(2,5-dioxo-2,5-dihydro-1H-pyrrol-1-yl)propanamido)-3-methylbutanamido)propanamido)benzyl)-N,N-dimethyl-2-oxoethan-1-aminium